2,6-dibromo-5-methoxypyridin-3-amine BrC1=NC(=C(C=C1N)OC)Br